2-(1,3-benzoxazol-2-yl)ethanol O1C(=NC2=C1C=CC=C2)CCO